3-Cyano-N-(1-(1-methyl-1H-pyrazol-4-yl)-1H-indazol-6-yl)-2-(trifluoromethoxy)benzamide C(#N)C=1C(=C(C(=O)NC2=CC=C3C=NN(C3=C2)C=2C=NN(C2)C)C=CC1)OC(F)(F)F